(7S,8aS)-7-(3-(3-fluoro-2-methylphenyl)propyl)-2-(6-methylpyridazin-3-yl)hexahydropyrrolo[1,2-a]pyrazin-6(2H)-one FC=1C(=C(C=CC1)CCC[C@H]1C[C@@H]2N(CCN(C2)C=2N=NC(=CC2)C)C1=O)C